3-amino-8-bromo-N-(cyanomethyl)imidazo[1,2-a]pyridine-2-carboxamide NC1=C(N=C2N1C=CC=C2Br)C(=O)NCC#N